N1N=NN=C1C=1C=C(CSN2C=C(C(=CC2=O)C2=CSC=C2)C#N)C=CC1 (3-(1H-tetrazol-5-yl)benzylthio)-6-oxo-4-(thiophen-3-yl)-1,6-dihydropyridine-3-carbonitrile